(2S,4R)-1-((S)-2-(4-cyclobutyl-1H-1,2,3-triazol-1-yl)-3-methylbutanoyl)-4-hydroxy-N-methylpyrrolidine-2-carboxamide C1(CCC1)C=1N=NN(C1)[C@H](C(=O)N1[C@@H](C[C@H](C1)O)C(=O)NC)C(C)C